CC1(CC(=NO1)C=C(C)C)C 5,5-dimethyl-3-(2-methylpropan-1-en-1-yl)-4,5-dihydroisoxazole